tert-butyl (3-((4-aminobutyl)(methyl)amino)-propyl)carbamate NCCCCN(CCCNC(OC(C)(C)C)=O)C